(R)-N-(1-(1-(2,2,2-trifluoroethyl)-1H-pyrazolo[3,4-c]pyridin-5-yl)propyl)-2-(4-(trifluoromethyl)phenyl)acetamide FC(CN1N=CC=2C1=CN=C(C2)[C@@H](CC)NC(CC2=CC=C(C=C2)C(F)(F)F)=O)(F)F